1-(3-(3,4-dichloro-8,9-dihydropyrido[3',2':4,5]pyrrolo[1,2-a]pyrazin-7(6H)-yl)-3-oxopropoxy)propan ClC1=C(C=2C=C3N(CCN(C3)C(CCOCCC)=O)C2N=C1)Cl